BrC1=C2CN(C(C2=CC=C1)=O)C1=C(C=C(C=C1)Cl)F 4-bromo-2-(4-chloro-2-fluorophenyl)isoindolin-1-one